C1(CC1)CN1C(=C(C2=CC=CC=C12)F)C=O 1-(cyclopropylmethyl)-3-fluoro-1H-indole-2-carbaldehyde